tert-Butyl (1-((4R)-2-oxo-4-vinylcyclohexyl)ethyl)carbamate O=C1C(CC[C@H](C1)C=C)C(C)NC(OC(C)(C)C)=O